2,2-difluoro-N-((1R)-2-((3-fluoro-4-(trimethylsilyl)phenyl)amino)-1-(4-(methoxymethyl)phenyl)-2-oxoethyl)cyclopropanecarboxamide FC1(C(C1)C(=O)N[C@@H](C(=O)NC1=CC(=C(C=C1)[Si](C)(C)C)F)C1=CC=C(C=C1)COC)F